(4aS,8aR)-4-(6-chloro-4-methyl-pyridazin-3-yl)-6-methyl-3,4a,5,7,8,8a-hexahydro-2H-pyrido[4,3-b][1,4]oxazine ClC1=CC(=C(N=N1)N1[C@@H]2[C@H](OCC1)CCN(C2)C)C